3-(5-(((1R,2R)-2-(methylamino)cyclohexyl)amino)-1-oxoisoindolin-2-yl)piperidine-2,6-dione CN[C@H]1[C@@H](CCCC1)NC=1C=C2CN(C(C2=CC1)=O)C1C(NC(CC1)=O)=O